CC1=CC=C(C=C1)S(=O)(=O)N1N=C(C=C1)C1=NC=CC=C1 2-{1-[(4-methylphenyl)sulfonyl]-1H-pyrazol-3-yl}pyridine